NC1=NNC2=CC=C(C=C12)CC1=CC(=CC(=C1)F)F 3-amino-5-(3,5-difluorobenzyl)-1H-indazole